(3S*,3aS*,6R*,7R*,7aS*)-7-benzyl-1-isobutyl-N-isopentyl-5-oxooctahydro-3aH-3,6-methanopyrrolo[3,2-b]pyridine-3a-carboxamide C(C1=CC=CC=C1)[C@H]1[C@H]2[C@]3(NC([C@@H]1C[C@H]3CN2CC(C)C)=O)C(=O)NCCC(C)C |o1:7,8,9,12,14|